C(C)(C)(C)C1(CC=C(C=C1)C1=CC=CC=C1)C1=CC=CC=C1 4'-tert-butyl-p-terphenyl